1-phenylbutan-2-yl-propionamide C1(=CC=CC=C1)CC(CC)C(C(=O)N)C